Di(pentan-3-yl) 6,6'-((3-((2-(4-(2-((4-(bis(2-hydroxytetradecyl)amino)butanoyl)oxy)ethyl)piperazin-1-yl)ethyl)disulfaneyl)propyl)azanediyl)bis(5-hydroxyhexanoate) OC(CN(CCCC(=O)OCCN1CCN(CC1)CCSSCCCN(CC(CCCC(=O)OC(CC)CC)O)CC(CCCC(=O)OC(CC)CC)O)CC(CCCCCCCCCCCC)O)CCCCCCCCCCCC